tert-Butyl (S)-5-((1-methylpyrrolidin-3-yl)oxy)isoindoline-2-carboxylate CN1C[C@H](CC1)OC=1C=C2CN(CC2=CC1)C(=O)OC(C)(C)C